tert-butyl 2-(2-(3-amino-4-(4,4-difluoropiperidin-1-yl)benzamido)-5-fluorophenyl)acetate NC=1C=C(C(=O)NC2=C(C=C(C=C2)F)CC(=O)OC(C)(C)C)C=CC1N1CCC(CC1)(F)F